C(C)(C)(C)OC(=O)O[C@@H]1[C@H]([C@H](N(C1)C(=O)OC(C)(C)C)CC1=CC=C(C=C1)OC)OC(NCCN(CC)CC)=O tert-butyl (2R,3S,4S)-4-[(tert-butoxycarbonyl)oxy]-3-({[2-(diethylamino)ethyl]carbamoyl}oxy)-2-[(4-methoxyphenyl) methyl]pyrrolidine-1-carboxylate